O[C@]1(C[C@@H]([C@H](CC1)NC(OC(C)(C)C)=O)NC(OC(C)(C)C)=O)C1=CC(=CC=C1)C(F)(F)F |r| rac-di-tert-butyl ((1S,2S,4R)-4-hydroxy-4-(3-(trifluoromethyl)phenyl)cyclohexane-1,2-diyl)dicarbamate